2,5-di(p-toluidinyl)terephthalic acid N(C1=CC=C(C=C1)C)C1=C(C(=O)O)C=C(C(=C1)C(=O)O)NC1=CC=C(C=C1)C